2,5-diazaspiro[3.4]octane-2-carboxylic acid methyl ester COC(=O)N1CC2(C1)NCCC2